CC1=C(C=CC(=C1)C)C1N(CCC2=CC(=C(C=C12)OCCC1=CC(=C(C=C1)OC)[N+](=O)[O-])OC)C(=O)NCC 1-(2,4-dimethylphenyl)-N-ethyl-6-methoxy-7-(4-methoxy-3-nitrophenethoxy)-3,4-dihydroisoquinoline-2(1H)-carboxamide